2-(hydroxy(phenyl)methyl)acrylic acid methyl ester COC(C(=C)C(C1=CC=CC=C1)O)=O